1-(5-bromo-1H-indol-3-yl)-2,2,2-trifluoroethan-1-one BrC=1C=C2C(=CNC2=CC1)C(C(F)(F)F)=O